(4-bromophenyl)-4-cyanopiperidine-1-carboxylic acid tert-butyl ester C(C)(C)(C)OC(=O)N1C(CC(CC1)C#N)C1=CC=C(C=C1)Br